CN(CCOC=1C=C(C=NC1)CN(CCC1=CC=C(C=C1)NC(=O)C1=C(C=C(C(=C1)OC)OC)NC(=O)C=1OC2=CC=CC=C2C(C1)=O)CC=1C=C2C=NN(C2=CC1)C)C N-(2-((4-(2-(((5-(2-(Dimethylamino)ethoxy)pyridin-3-yl)methyl)((1-methyl-1H-indazol-5-yl)methyl)amino)ethyl)phenyl)carbamoyl)-4,5-dimethoxyphenyl)-4-oxo-4H-chromene-2-carboxamide